C(OCC)(OCCCCCCCCCCCCCCCCCC)=O Carbonic acid, ethyl octadecyl ester